7-(3,4-dihydroxyphenyl)heptan-1-one OC=1C=C(C=CC1O)CCCCCCC=O